4-(3-formyl-4-methoxyphenyl)-2-thiazolecarboxylic acid ethyl ester C(C)OC(=O)C=1SC=C(N1)C1=CC(=C(C=C1)OC)C=O